ethyl 2-amino-5-(3-chlorobenzyl)thiazole-4-carboxylate NC=1SC(=C(N1)C(=O)OCC)CC1=CC(=CC=C1)Cl